C(=O)C1=CC(=C(C=C1O)N1CCN(CC1)C(=O)OC(C)(C)C)C=C tert-Butyl 4-(4-formyl-5-hydroxy-2-vinylphenyl)piperazine-1-carboxylate